1-chlorofluoropyridine ClN1C(C=CC=C1)F